3-bromo-5-(oxetan-3-ylmethoxy)pyrazolo[1,5-a]pyridine BrC=1C=NN2C1C=C(C=C2)OCC2COC2